FC=1C(N(C=NC1C(C(F)F)(F)F)CC=1C(=NC=NC1C)OC)=O 5-fluoro-3-((4-methoxy-6-methylpyrimidin-5-yl)methyl)-6-(1,1,2,2-tetrafluoroethyl)pyrimidin-4(3H)-one